CN(CC(=O)N1CCC(CC1)C=1C=C2C(=C(NC2=CC1)C=1C=C(C(N(C1)C)=O)COC)C(C)C)C 5-(5-(1-(dimethylglycyl)piperidin-4-yl)-3-isopropyl-1H-indol-2-yl)-3-(methoxymethyl)-1-methylpyridin-2(1H)-one